C[Si](C#CC(CO)O)(C)C 4-(trimethylsilyl)but-3-yne-1,2-diol